chloro-1'-(trans-4-methoxy-4-methylcyclohexyl)-4'H,6'H-spiro[1,3-dioxane-2,5'-[1,2,4]triazolo[4,3-a][1]benzazepine] ClC1C=2N(C3=C(CC14OCCCO4)C=CC=C3)C(=NN2)C2CCC(CC2)(C)OC